NC1=NC=CC2=C1N(C(N2[C@H]2CN(C[C@H](C2)O)C(C=C)=O)=O)C2=CC=C(C=C2)OC2=CC=CC=C2 4-amino-1-[(3R,5S)-5-hydroxy-1-prop-2-enoyl-3-piperidinyl]-3-(4-phenoxyphenyl)imidazo[4,5-c]pyridin-2-one